2,4-dibromo-5-methoxybenzene BrC1=CC=C(C(=C1)Br)OC